2-(3-ethyl-7,11-dimethyldodecyl)-2,5,7,8-tetramethyl-chroman-6-ol C(C)C(CCC1(OC2=C(C(=C(C(=C2CC1)C)O)C)C)C)CCCC(CCCC(C)C)C